NC1=NC=CC=2N1C(=NC2C2=CCC1(CN(C1)C(=O)OCC1=CC=CC=C1)CC2)C2=CC=C(C=C2)OC2=CC=CC=C2 Benzyl 7-(5-amino-3-(4-phenoxyphenyl) imidazo[1,5-c]pyrimidin-1-yl)-2-azaspiro[3.5]non-6-ene-2-carboxylate